COCCOCCCCC ethylene glycol n-amyl methyl ether